1-(3-chloro-5'-fluoro-2'-hydroxy-3'-(2-(7-hydroxy-5-azaspiro[2.4]heptan-5-yl)pyridin-4-yl)-[1,1'-biphenyl]-4-yl)-3-methyl-1H-imidazol-2(3H)-one ClC=1C=C(C=CC1N1C(N(C=C1)C)=O)C1=C(C(=CC(=C1)F)C1=CC(=NC=C1)N1CC2(CC2)C(C1)O)O